CC(C(=O)OC\C=C(/CCC=C(C)C)\C)CC 2-methyl-butyric acid, (Z)-3,7-dimethyl-2,6-octadienyl ester